2-bromo-5-(1-((tert-butyldimethylsilyl)oxy)ethyl)pyridine tert-butyl-(3S)-3-(4-piperidyloxy)pyrrolidine-1-carboxylate C(C)(C)(C)OC(=O)N1C[C@H](CC1)OC1CCNCC1.BrC1=NC=C(C=C1)C(C)O[Si](C)(C)C(C)(C)C